FC1(C(C(C1)[N+]#[C-])C#N)F 1,1-difluoro-3-isocyanocyanocyclobutane